C(CCCCCCCCCCCCCCCCC)N 1-octadecylamine